4-cyclopropylpyrrolidine-1-carboxylate C1(CC1)C1CCN(C1)C(=O)[O-]